N1N=NN=C1C=1C=C(CN2C[C@@]3([C@@H](N[C@H]([C@H]3C3=C(C=CC=C3)Cl)C(=O)NC3=C(C=C(C(=O)O)C=C3)OC)CC(C)(C)C)C3=CC(=CC=C23)Cl)C=CC1 4-((2'S,3S,4'R,5'R)-1-(3-(1H-tetrazol-5-yl)benzyl)-5-chloro-4'-(2-Chlorophenyl)-2'-neopentylspiro[indoline-3,3'-pyrrolidine]-5'-carboxamido)-3-methoxybenzoic acid